C(C1=CC=CC=C1)N[C@@H]1CN(CC[C@@H]1C(=O)OCC)C(=O)OC(C)(C)C 1-(tert-butyl) 4-ethyl (3S,4S)-3-(benzylamino)piperidine-1,4-dicarboxylate